ClC=1N=C(C2=C(N1)N(C=C2)C2=CC=CC=C2)C2=CC=C(C=C2)C=O 2-Chloro-4-(4-formylphenyl)-7-phenyl-7H-pyrrolo[2,3-d]pyrimidine